(S)-2-((1H-benzo[d][1,2,3]triazol-5-yl)methyl)-3-((4-chloro-1-methyl-1H-pyrazol-5-yl)methyl)isoindolin-1-one N1N=NC2=C1C=CC(=C2)CN2C(C1=CC=CC=C1[C@@H]2CC2=C(C=NN2C)Cl)=O